C/C(=C/C)/C=C(/C=C(\C=C\CC)/C)\C (2Z,4E,6Z,8E)-3,5,7-trimethyl-2,4,6,8-undecatetraene